C(C)(C)(C)N1C(C2=C(C(=C(C(=C2CC1)C)O)O)C)=O Tert-butyl-6,7-dihydroxy-5,8-dimethyl-3,4-dihydroisoquinolin-1(2H)-one